C1(CC1)C1=NC=NC(=C1C1=NC=C(C(=N1)OCC1=CC=C(C=C1)C=1N(C=C(N1)C(F)(F)F)C)OCC(F)(F)F)OC 2-(4-cyclopropyl-6-methoxy-pyrimidin-5-yl)-4-[[4-[1-methyl-4-(trifluoromethyl)imidazol-2-yl]phenyl]methoxy]-5-(2,2,2-trifluoroethoxy)pyrimidine